ClC1=CC(=C(COC2=NN(C=C2)C2=CC(=C(CC3=NC4=C(N3C[C@H]3OCC3)C=C(C=C4)C(=O)O)C=C2C)F)C=C1)F (S)-2-(4-(3-((4-chloro-2-fluorobenzyl)oxy)-1H-pyrazol-1-yl)-2-fluoro-5-methylbenzyl)-1-(oxetan-2-ylmethyl)-1H-benzo[d]imidazole-6-carboxylic acid